4-(7-bromo-6-chloro-3-cyano-8-fluoro-2-methylquinolin-4-yl)piperazine-1-carboxylic acid tert-butyl ester C(C)(C)(C)OC(=O)N1CCN(CC1)C1=C(C(=NC2=C(C(=C(C=C12)Cl)Br)F)C)C#N